CN(C1=CC=C(C=C1)S(=O)(=O)NC1=C(C(=O)NC23CC(C2)(C3)C(F)(F)F)C=CC(=C1)C(F)(F)F)C 2-((4-(dimethylamino)phenyl)sulfonamido)-4-(trifluoromethyl)-N-(3-(trifluoromethyl)bicyclo[1.1.1]pentan-1-yl)benzamide